5-[(3-Fluorophenyl)sulfanyl]-2-isopropyl-pyrimidine-4-carboxylic acid FC=1C=C(C=CC1)SC=1C(=NC(=NC1)C(C)C)C(=O)O